FC(C(=O)O)(F)F.COC1=CC=C(CNC2=C(N=C(O2)C2=CC(=NC=C2)OC)C(C(C(CC)=O)N2CCNCC2)=O)C=C1 1-(5-((4-methoxybenzyl)amino)-2-(2-methoxypyridin-4-yl)oxazol-4-yl)-2-(piperazin-1-yl)pentane-1,3-dione trifluoroacetate